CC1=C(C(=CC(=C1)C)C)N=C=N 2,4,6-trimethyl-phenylcarbodiimide